FC1(CN(CC1)S(=O)(=O)C=1C=C(C=C2C(=NC=NC12)N[C@H](C)C=1N=NC(=CC1)C)C1=CC=C(C=C1)F)F (R)-8-((3,3-difluoropyrrolidin-1-yl)sulfonyl)-6-(4-fluorophenyl)-N-(1-(6-methylpyridazin-3-yl)ethyl)quinazolin-4-amine